[2-(4-Dimethylamino-phenyl)-imidazo[1,2-a]pyridin-7-yl]-dimethyl-amine CN(C1=CC=C(C=C1)C=1N=C2N(C=CC(=C2)N(C)C)C1)C